FC1=C(C(=C(C(=C1[2H])[2H])C=1N=CSC1C#N)[2H])[2H] 4-(4-fluorophenyl-2,3,5,6-d4)thiazole-5-carbonitrile